BrC=1C(=C(C=C(C1)C(F)(F)F)C(=O)C1CC1)Cl [3-bromo-2-chloro-5-(trifluoromethyl)phenyl]-cyclopropyl-methanone